2-(3-(4-chlorophenyl)tetrahydrofuran-3-yl)thiazole-4-carboxylic acid ethyl ester C(C)OC(=O)C=1N=C(SC1)C1(COCC1)C1=CC=C(C=C1)Cl